{6-[endo-3-amino-3-methyl-8-azabicyclo[3.2.1]octan-8-yl]-3-[5-chloro-3-(dimethylamino)quinoxalin-6-yl]-1H-pyrazolo[3,4-b]pyrazin-5-yl}methanol NC1(CC2CCC(C1)N2C2=C(N=C1C(=N2)NN=C1C=1C(=C2N=C(C=NC2=CC1)N(C)C)Cl)CO)C